N-(5-((2-fluorobenzyl)thio)-1,3,4-thiadiazol-2-yl)-2-(trifluoromethyl)benzamide FC1=C(CSC2=NN=C(S2)NC(C2=C(C=CC=C2)C(F)(F)F)=O)C=CC=C1